C(CCCCCCCCCCC)(=O)OCCCCCCCCCCCCCCCCCCCCCCCCCC hexacosyl n-dodecanoate